C(N)(=N)C=1C=C(SC1)[C@@H](C)NC(=O)[C@H]1N(CC2(OCCO2)C1)C(CNC(=O)C1=CC=2SC3=CC=CC=C3OC2C=C1)=O (S)-N-((R)-1-(4-carbamimidoylthiophen-2-yl)ethyl)-7-((phenoxathiine-2-carbonyl)glycyl)-1,4-dioxa-7-azaspiro[4.4]nonane-8-carboxamide